C(C(=O)OCCOCCOCCCC)(=O)OCCOCCOCCCC di(butoxyethoxyethyl) oxalate